5-(Difluoromethoxy)-6,7-difluoro-4-(4,4,5,5-tetramethyl-1,3,2-dioxaborolan-2-yl)naphthalen-2-amine FC(OC1=C2C(=CC(=CC2=CC(=C1F)F)N)B1OC(C(O1)(C)C)(C)C)F